N-methyl-5-(4-((6-methyl-5,7-dioxo-4,5,6,7-tetrahydrooxazolo[4,5-d]pyrimidin-2-yl)methyl)piperazin-1-yl)picolinamide CNC(C1=NC=C(C=C1)N1CCN(CC1)CC=1OC2=C(NC(N(C2=O)C)=O)N1)=O